OC1(CCN(CC1)C1=CC=C(C=C1)/C(=C(/CC)\C1=CC=CC=C1)/C1=CC=C(C=C1)O)CN1CCN(CC1)C=1C=C2CN(C(C2=CC1)=O)C1C(NC(CC1)=O)=O (E)-3-(5-(4-((4-hydroxy-1-(4-(1-(4-hydroxyphenyl)-2-phenylbut-1-en-1-yl)phenyl)piperidin-4-yl)methyl)piperazin-1-yl)-1-oxoisoindolin-2-yl)piperidine-2,6-dione